C1(CC1)C#CCNCC=1NC2=CC(=CC=C2C1)CNC(=O)C=1N=C2N(C(C1)=O)C=CC=C2 N-[(2-{[(3-cyclopropyl-prop-2-yn-1-yl)amino]methyl}-1H-indol-6-yl)methyl]-4-oxo-4H-pyrido[1,2-a]pyrimidine-2-carboxamide